ClC(OC1=CC=C(C=C1)NC(=O)C1=CNC(C(=C1)C1=NNC=C1)=O)(F)F N-[4-(Chlorodifluoromethoxy)phenyl]-6-oxo-5-(1H-pyrazol-3-yl)-1,6-dihydropyridine-3-carboxamide